N-[6-(6-chloro-1,3-benzothiazol-2-yl)spiro[3.3]heptan-2-yl]-5-(trifluoromethyl)furan-2-carboxamide ClC1=CC2=C(N=C(S2)C2CC3(CC(C3)NC(=O)C=3OC(=CC3)C(F)(F)F)C2)C=C1